3-C-ethynyl-beta-D-ribose C(#C)[C@@]1([C@H]([C@H](O)O[C@@H]1CO)O)O